C(C)(C)(C)OC(NC1CCC(CC1)CN1CCN(CC1)C1=C(C=C(C=C1)C1C(NC(CC1)=O)=O)C)=O Tert-butyl-N-[4-[[4-[4-(2,6-dioxo-3-piperidyl)-2-methyl-phenyl]piperazin-1-yl]methyl]cyclohexyl]carbamate